2-hydroxy-N-(4-methoxyphenylethyl)acetamide OCC(=O)NCCC1=CC=C(C=C1)OC